1-(tetrahydro-2-furanyl)-5-trifluoromethyl-cytosine O1C(CCC1)N1C(=O)N=C(N)C(=C1)C(F)(F)F